ethyl 5-tert-butyl-1-phenylpyrazole-3-carboxylate C(C)(C)(C)C1=CC(=NN1C1=CC=CC=C1)C(=O)OCC